(S,E)-7-(Dimethylamino)-1-((1-((7-fluoro-4-isobutyl-3H-imidazo[4,5-c]pyridin-2-yl)methyl)-6-methyl-2-oxo-1,2-dihydropyridin-3-yl)amino)-1,7-dioxohept-5-en-2-yl-dimethylcarbamat CN(C(/C=C/CC[C@H](C(=O)NC=1C(N(C(=CC1)C)CC1=NC2=C(C(=NC=C2F)CC(C)C)N1)=O)CN(C([O-])=O)C)=O)C